OC1=C(C=C(C=C1)CC(C)=O)OC 4-hydroxy-3-methoxyphenylpropanone